FC1(CC(C1)C(CC(=O)N[C@@H](C)C1=CC(=CC=C1)OC(F)(F)F)=O)F (S)-3-(3,3-Difluorocyclobutyl)-3-oxo-N-(1-(3-(trifluoromethoxy)phenyl)ethyl)propanamide